1-[4-(1-hydroxyethyl)pyridin-2-yl]-N-{6-methoxy-1-methylpyrazolo[4,3-c]pyridin-7-yl}pyrazole-4-sulfonamide OC(C)C1=CC(=NC=C1)N1N=CC(=C1)S(=O)(=O)NC=1C2=C(C=NC1OC)C=NN2C